2,3-dimethyl-6-(2-methyl-4-pyridyl)benzimidazol-5-amine CC=1N(C2=C(N1)C=C(C(=C2)N)C2=CC(=NC=C2)C)C